C(C)(C)(C)N(C(=O)OC1CC(C1)C(F)F)C(C1CC1)C=1N=C2N(C(=NC=C2Br)NCC2=C(C=CC3=C2CCO3)F)C1 3-(difluoromethyl)cyclobutan-1-ol tert-butyl-((8-bromo-5-(((5-fluoro-2,3-dihydrobenzofuran-4-yl)methyl)amino)imidazo[1,2-c]pyrimidin-2-yl)(cyclopropyl)methyl)carbamate